((1R,3R)-3-cyclopropoxy-8-(3-(hydroxymethyl)-6-methylpyrazin-2-yl)-8-azaspiro[4.5]dec-1-yl)carbamic acid tert-butyl ester C(C)(C)(C)OC(N[C@@H]1C[C@@H](CC12CCN(CC2)C2=NC(=CN=C2CO)C)OC2CC2)=O